C1(CCC1)C1=CC=C2C=C(C(NC2=C1OCC1CCC1)=O)C(=O)OCC ethyl 7-cyclobutyl-8-(cyclobutylmethoxy)-2-oxo-1,2-dihydroquinoline-3-carboxylate